ClC1=C(C(=O)N2COC3=C(C2)C=CC=C3C3=CC(=C(C(=O)O)C=C3F)N3CCOCC3)C(=CC(=C1)O[C@H]1CN(CC1)C)Cl 4-[3-[2,6-Dichloro-4-[(3R)-1-methylpyrrolidin-3-yl]oxybenzoyl]-2,4-dihydro-1,3-benzoxazin-8-yl]-5-fluoro-2-morpholin-4-ylbenzoic acid